ethyl 3-(4-(sec-butoxy)cyclohexyl)propanoate C(C)(CC)OC1CCC(CC1)CCC(=O)OCC